N1N=NN=C1C=1C=C(N)C=C(C1)OC1=CC(=CC(=C1)F)F 3-(1H-tetrazol-5-yl)-5-(3,5-difluorophenoxy)aniline